FC=1COC2=C(C1O)C=CC=C2 (3S,4R)-3-fluoro-benzopyran-4-ol